4-chloro-7-(6-(cyclohexyloxy)pyridin-3-yl)-5,5-dimethyl-5,7-dihydro-6H-pyrrolo[2,3-d]pyrimidin-6-one ClC=1C2=C(N=CN1)N(C(C2(C)C)=O)C=2C=NC(=CC2)OC2CCCCC2